FC(CN1N=CC=2C1=NC(=CN2)N2CC1(CN(C1)C1=CC(=NC=C1)OC(F)F)CC2)F 6-[1-(2,2-difluoroethyl)-1H-pyrazolo[3,4-b]pyrazin-6-yl]-2-[2-(difluoromethoxy)pyridin-4-yl]-2,6-diazaspiro[3.4]octane